3-bromo-5-methoxy o-phenylenediamine tert-butyl 3-{6-[(2-Chloro-6-ethylphenyl)methoxy]-2H-spiro[1-benzofuran-3,3'-piperidine]-1'-yl}propanoate ClC1=C(C(=CC=C1)CC)COC1=CC2=C(C=C1)C1(CN(CCC1)CCC(=O)OC(C)(C)C)CO2.BrC=2C(=C(C=C(C2)OC)N)N